methyl 3-[2-chloro-5-(4,4,5,5-tetramethyl-1,3,2-dioxaborolan-2-yl)pyridin-4-yl]propanoate ClC1=NC=C(C(=C1)CCC(=O)OC)B1OC(C(O1)(C)C)(C)C